bromo-1-(oxan-2-yl)pyrazole BrC1=NN(C=C1)C1OCCCC1